heptadecyloxymethyl-4-pyrone C(CCCCCCCCCCCCCCCC)OCC=1OC=CC(C1)=O